[Cs].[W] tungsten-cesium